4-({[4-(cyclopropylmethoxy)-5-[(2,3-difluoro-6-methoxyphenyl)methoxy]-2-fluorophenyl]carbamoyl}amino)thiophene-2,3-dicarboxylic acid dimethyl ester COC(=O)C=1SC=C(C1C(=O)OC)NC(NC1=C(C=C(C(=C1)OCC1=C(C(=CC=C1OC)F)F)OCC1CC1)F)=O